2,6-bis-(4-azidobenzylidene)cyclohexanone N(=[N+]=[N-])C1=CC=C(C=C2C(C(CCC2)=CC2=CC=C(C=C2)N=[N+]=[N-])=O)C=C1